CN(CC=CC(=O)N1CC2=C(C3=C(N=CN=C3NC3=CC(=C(C=C3)OC=3C=NC(=CC3)C)C)S2)[C@@H](C1)C)C (S)-4-(dimethylamino)-1-(5-methyl-4-((3-methyl-4-((6-methylpyridin-3-yl)oxy)phenyl)amino)-5,6-dihydropyrido[4',3':4,5]thieno[2,3-d]pyrimidin-7(8H)-yl)but-2-en-1-one